5,7-difluoro-N-[(2S)-1-({(2S)-4-hydroxy-3-oxo-1-[(3S)-2-oxopyrrolidin-3-yl]butan-2-yl}amino)-4-methyl-1-oxopentan-2-yl]-1H-indole-2-carboxamide FC=1C=C2C=C(NC2=C(C1)F)C(=O)N[C@H](C(=O)N[C@@H](C[C@H]1C(NCC1)=O)C(CO)=O)CC(C)C